(6-(3-fluorobenzyl)pyridazin-3-yl)-6-oxo-1,6-dihydropyridazine-3-carboxamide FC=1C=C(CC2=CC=C(N=N2)N2N=C(C=CC2=O)C(=O)N)C=CC1